NC1=CC(=C(C(=N1)Cl)Cl)SC=1C=2N(C(=NC1)N1CCC3([C@@H](COC3)N)CC1)C=NN2 (S)-8-(8-((6-amino-2,3-dichloropyridin-4-yl)thio)-[1,2,4]triazolo[4,3-c]pyrimidin-5-yl)-2-oxa-8-azaspiro[4.5]decan-4-amine